N-cyclopentyl-5-(4,4,5,5-tetramethyl-1,3,2-dioxaborolan-2-yl)pyrimidin-2-amine C1(CCCC1)NC1=NC=C(C=N1)B1OC(C(O1)(C)C)(C)C